FC(C1=CC=C(C=C1)NC1=CC(C1=O)=O)(F)F 4-((4-(trifluoromethyl)phenyl)amino)cyclobut-3-ene-1,2-dione